C=12C3=CC=CC(CCCNCCCCC4=CC=C(NN1)C2=C4)=C3 10,19,20-triazatetracyclo[13.5.2.12,6.018,21]tricosa-1(20),2,4,6(23),15,17,21-heptaene